N-(4,4-difluorocyclohexyl)-6-(3-fluorocyclobutoxy)-2-(3-(fluoromethyl)-1H-pyrazol-1-yl)pyrimidin-4-amine FC1(CCC(CC1)NC1=NC(=NC(=C1)OC1CC(C1)F)N1N=C(C=C1)CF)F